N-(2-aminoethyl)-N'-(2-hydroxyethyl)urea NCCNC(=O)NCCO